3-(4-benzylpiperazin-1-yl)bicyclo[1.1.1]pentane-1-carboxylic acid methyl ester COC(=O)C12CC(C1)(C2)N2CCN(CC2)CC2=CC=CC=C2